[Si](C)(C)(C(C)(C)C)OCC1OCCC1O (((tert-butyldimethylsilyl)oxy)methyl)tetrahydrofuran-3-ol